C1(CC1)C1=CC(=C(C=C1)N(C(=O)N1[C@H](CC1)C(=O)N)C(C(=O)NC1CCC(CC1)(F)F)C=1C=NC=CC1C(F)(F)F)F (2R)-N1-(4-cyclopropyl-2-fluoro-phenyl)-N1-[2-[(4,4-difluorocyclohexyl)amino]-2-oxo-1-[4-(trifluoromethyl)-3-pyridyl]ethyl]azetidine-1,2-dicarboxamide